C(C1=CC=CC=C1)OCC[C@H]1[C@H](O[C@@H]2OC(OC21)(C)C)CO [(3aR,5S,6S)-6-(2-benzyloxyethyl)-2,2-dimethyl-3a,5,6,6a-tetrahydrofuro[2,3-d][1,3]dioxol-5-yl]methanol